2-(hydroxymethyl)-6-(propan-2-yl)-6,7-dihydro-4H-pyrazolo[1,5-a]pyrrolo[3,4-d]pyrimidine OCC1=NN2C(NC=3C(=C2)CN(C3)C(C)C)=C1